ClC1=C(C=CC(=C1N=S(=O)(C)C)Cl)SCCCC(=O)[O-] 3-((2,4-dichloro-3-((dimethyl(oxo)-λ6-sulfanylidene) amino) phenyl)thio)methylpropionate